2-chloro-4-[[(1H-indol-3-yl)methyl]amino]pyrimidin-5-carboxamide ClC1=NC=C(C(=N1)NCC1=CNC2=CC=CC=C12)C(=O)N